C12CNCC(CC1)N2C(=O)OCC2=CC=CC=C2 benzyl 3,8-diazabicyclo[3.2.1]octane-8-carboxylate